ClC1=C(C(=NC=C1)N)C#CCC(C)N1CCCCC1 4-Chloro-3-(4-(piperidin-1-yl)pent-1-yn-1-yl)pyridin-2-amine